C(C(=C)C)(=O)OCC(CN=[N+]=[N-])O 3-azido-2-hydroxypropyl methacrylate